(S)-4-(difluoromethyl)-3,5-difluoro-N-(8-fluoro-6-oxo-1,4,5,6-tetrahydro-2H-pyrano[3,4-c]isoquinolin-1-yl)-N-methylbenzamide FC(C1=C(C=C(C(=O)N(C)[C@@H]2COCC=3NC(C=4C=C(C=CC4C32)F)=O)C=C1F)F)F